gamma-(methacryloyloxy)propyl-trimethyl-silane C(C(=C)C)(=O)OCCC[Si](C)(C)C